C(C1=CC=CC=C1)OC(=O)N[C@H](C(=O)OC)CC1=CC=C(C=C1)C1=C(C=C(C=C1)OCCCCNC(=O)OC(C)(C)C)CC (S)-methyl 2-(((benzyloxy)carbonyl)amino)-3-(4'-(4-((tert-butoxycarbonyl) amino)butoxy)-2'-ethyl-[1,1'-biphenyl]-4-yl)propanoate